6-Methylpyridin-3-ol CC1=CC=C(C=N1)O